FC=1C(=NC(=NC1)NC1=NC=2CCN(CC2C=C1)C(CO)=O)C1=CC2=C(N=C3N2C(CC3)(C)C)C(=C1)F 1-(2-(5-fluoro-4-(5-fluoro-1,1-dimethyl-2,3-dihydro-1H-benzo[d]pyrrolo[1,2-a]imidazol-7-yl)pyrimidin-2-ylamino)-7,8-dihydro-1,6-naphthyridin-6(5H)-yl)-2-hydroxyethanone